6-[[3-[(1S)-2-methoxy-1-methylethoxy]-5-[(1S)-1-methyl-2-phenylethoxy]benzoyl]amino]-3-pyridinecarboxylic acid COC[C@@H](OC=1C=C(C(=O)NC2=CC=C(C=N2)C(=O)O)C=C(C1)O[C@H](CC1=CC=CC=C1)C)C